C1(CC1)C(=O)NCC=1C=C2C(=NC1)N(C=C2)C2=NC=C(C(=O)NC[C@H](C(C)(C)O)F)C(=C2)NC(C)C (R)-6-(5-(cyclopropanecarboxamidomethyl)-1H-pyrrolo[2,3-b]pyridin-1-yl)-N-(2-fluoro-3-hydroxy-3-methylbutyl)-4-(isopropylamino)nicotinamide